(3S,4S)-4-{[5-(2,4-difluoro-phenyl)-oxazole-2-carbonyl]-amino}-3-(1-pyrimidin-2-yl-cyclopropylcarbamoyl)-piperidine-1-carboxylic acid tert-butyl ester C(C)(C)(C)OC(=O)N1C[C@@H]([C@H](CC1)NC(=O)C=1OC(=CN1)C1=C(C=C(C=C1)F)F)C(NC1(CC1)C1=NC=CC=N1)=O